OC=1C(=NNC1C(=O)N)[C@H]1[C@H](O)[C@H](O)[C@H](O1)CO 4-hydroxy-3-β-D-ribofuranosylpyrazole-5-carboxamide